ClC1=C(COP2(OCC3=C(O2)C=C(O3)N3C(NC(C(=C3)F)=O)=O)=O)C=CC(=C1)Cl 1-((4AR,6R,7aS)-2-(2,4-dichlorobenzyloxy)-2-oxo-4H-furo[3,2-d][1,3,2]dioxaphosphorin-6-yl)-5-fluoropyrimidine-2,4(1H,3H)-dione